OC1=CC=C(C=C1)CC(C(=O)O)NC 3-(4-hydroxyphenyl)-2-methylamino-propionic acid